(E)-4-(dimethylamino)-1-(5-(methylamino)isoindolin-2-yl)but-2-en-1-one CN(C/C=C/C(=O)N1CC2=CC=C(C=C2C1)NC)C